COC(=O)[C@@H]1OC(O[C@H]1CC1=C(C=CC=C1)Cl)(C)C (4R,5S)-methyl-5-(2-chlorobenzyl)-2,2-dimethyl-1,3-dioxolane-4-carboxylate